FC1=CC=C2C(=C(N(C2=C1C=1C(=NN(C1C)C)C)CCN1CCNCC1)C(=O)OC(C)(C)C)CCCOC1=CC=CC2=CC(=CC=C12)F tert-butyl 6-fluoro-3-(3-((6-fluoronaphthalen-1-yl)oxy)propyl)-1-(2-(piperazin-1-yl)ethyl)-7-(1,3,5-trimethyl-1H-pyrazol-4-yl)-1H-indole-2-carboxylate